COC=1C=C(C=CC1OC)C(C(=O)N)CC 2-(3,4-dimethoxyphenyl)butyramide